C(C=C)C1C(OC(C1)=O)=O 3-allyl-tetrahydrofuran-2,5-dione